C(C)(C)(C)OC(=O)N1[C@@H](C[C@H](CC1)N1C=NC=2C(=NC=3C(=C(C(=CC3C21)C)Br)F)N2CC(C2)(C)N(C)C)CC#N (2S,4S)-4-(7-bromo-4-(3-(dimethylamino)-3-methylazetidin-1-yl)-6-fluoro-8-methyl-1H-imidazo[4,5-c]quinolin-1-yl)-2-(cyanomethyl)piperidine-1-carboxylic acid tert-butyl ester